BrC1=CC=C2C(=NC(=NC2=C1F)Cl)N1C[C@H]2CC[C@@H](C1)O2 (1R,5S)-3-(7-Bromo-2-chloro-8-fluoroquinazolin-4-yl)-8-oxa-3-azabicyclo[3.2.1]octane